ClC=1C(=NC=CC1SC=1C=CC=2C(=NC=C(N2)N2CCC3([C@@H]([C@@H](OC3)C)N)CC2)N1)NC (3S,4S)-8-(6-((3-chloro-2-(methylamino)pyridin-4-yl)thio)pyrido[2,3-b]pyrazin-2-yl)-3-methyl-2-oxa-8-azaspiro[4.5]decan-4-amine